C(C)(C)(C)C1=CC=C(C(=O)NC2=C(OC3=C2C=C(C(=C3)Cl)Cl)C(=O)O)C=C1 (4-tert-butylbenzoylamino)-5,6-dichlorobenzofuran-2-carboxylic acid